1-(4-(DIFLUOROMETHYL)PYRIDIN-2-YL)-N-(6-METHOXY-1-METHYL-1H-PYRAZOLO[4,3-C]PYRIDIN-7-YL)-1H-PYRAZOLE-4-SULFONAMIDE FC(C1=CC(=NC=C1)N1N=CC(=C1)S(=O)(=O)NC=1C2=C(C=NC1OC)C=NN2C)F